NC1C(C2=C(N(C1=O)CC)N(N=C2)C2=CC=CC=C2)C2=CC(=CC=C2)[C@H](C)N 5-amino-4-(3-((S)-1-aminoethyl)phenyl)-7-ethyl-1-phenyl-1,4,5,7-tetrahydro-6H-pyrazolo[3,4-b]pyridin-6-one